5-chloro-N-[(1S)-3-(cyclopropylamino)-2,3-dioxo-1-[[(3S)-2-oxopyrrolidin-3-yl]methyl]propyl]-2-[(2,2,2-trifluoroacetyl)amino]benzamide ClC=1C=CC(=C(C(=O)N[C@H](C(C(=O)NC2CC2)=O)C[C@H]2C(NCC2)=O)C1)NC(C(F)(F)F)=O